C(=O)C1=C(OC[C@H]2N(CCCC2)C(=O)C2=C(C(=O)O)C=CC=C2)C=CC=C1O 2-[(2S)-2-[(2-formyl-3-hydroxyphenoxy)methyl]piperidine-1-carbonyl]benzoic acid